C(C=C)(=O)OCCCCO r-4-hydroxybutanyl acrylate